C1(CC1)C(=O)OCCC1=NC=C(C=C1)OCC1=CC(=C(C=C1)C(F)(F)F)Br (1s,2s)-2-[5-(3-bromo-4-trifluoromethyl-benzyloxy)-pyridin-2-yl]Ethyl cyclopropanecarboxylate